(1S,2R)-2-((S)-5-Chloro-1-((2-oxopyrrolidin-1-yl)methyl)-8-(pyridin-3-ylmethoxy)-1,2,3,4-tetrahydroisoquinoline-2-carbonyl)cyclohexane-1-carboxylic acid ClC1=C2CCN([C@@H](C2=C(C=C1)OCC=1C=NC=CC1)CN1C(CCC1)=O)C(=O)[C@H]1[C@H](CCCC1)C(=O)O